FC(C1=NC=CC=C1C1=CCC(CC1)C(=O)O)(F)F 4-(2-(trifluoromethyl)pyridin-3-yl)cyclohex-3-enecarboxylic acid